CC1(S(OCC2=C1C=CC=C2)(=O)=O)C 4,4-dimethyl-1,4-dihydrobenzo[d][1,2]oxathiine 3,3-dioxide